COC(=O)C1=CC=NC2=CC=C(C=C12)N1CC(C1)(C)C(F)F 6-(3-(difluoromethyl)-3-Methylazetidin-1-yl)quinoline-4-carboxylic acid methyl ester